thioisocyanate lithium fluoroborate F[B-](F)(F)F.[Li+].S(N=C=O)N=C=O